C(C1CO1)OC(CC[Si](OC)(OC)OC)CCCC 3-(2,3-epoxypropoxy)heptyl-trimethoxysilane